C(C)(C)(C)N(C(O)=O)C1CCC(CC1)(S(=O)(=O)C)C.CC(C)(C)C=1NC(=C(N1)C=1C=C2N=CC=NC2=CC1)C1=NC(=CC=C1)C 6-[2-(1,1-dimethylethyl)-5-(6-methyl-2-pyridyl)-1H-imidazol-4-yl]quinoxaline tert-butyl-(4-methyl-4-(methylsulfonyl)cyclohexyl)-carbamate